C(C1=CC=CC=C1)OC(=O)N1CCC2(CC1)COC1=C3CN(C(C3=CC(=C12)F)=O)[C@H](C(=O)N)CCC(=O)OC(C)(C)C (S)-7-(1-amino-5-(tert-butoxy)-1,5-dioxopentan-2-yl)-4-fluoro-6-oxo-7,8-dihydro-2H,6H-spiro[furo[2,3-e]isoindole-3,4'-piperidine]-1'-carboxylic acid benzyl ester